C(CC(=C)C)C1=C(C(=C(C=2C(C3=CC=CC(=C3OC12)O)=O)O)CCC(=C)C)O isopentenyl-(1,3,5-trihydroxy-2-isopentenyl-xanthone)